2-((tert-butoxycarbonyl)(2,4-dimethoxybenzyl)amino)-2,3-dihydro-1H-indene-5-carboxylic acid methyl ester COC(=O)C=1C=C2CC(CC2=CC1)N(CC1=C(C=C(C=C1)OC)OC)C(=O)OC(C)(C)C